OC(CC1=C(C=CC=C1)N1N=C2C(=N1)C=CC=C2)CC 2-(2-hydroxy-butyl-phenyl)benzotriazole